2,4,9-trinitro-2,4,9-triaza-7-adamantanol nitrate [N+](=O)([O-])OC12CC3N(C(N(C(C1)N3[N+](=O)[O-])[N+](=O)[O-])C2)[N+](=O)[O-]